C(C)(C)(C)N(C(=O)OCC12CCCN2CC2(C1)C(C2)(F)F)CCC=2C(=CC=C1C(=CC=NC21)C)OC ((trans)-2,2-difluorodihydro-1'H,3'H-spiro[cyclopropan-1,2'-pyrrolizin]-7a'(5'H)-yl)methanol tert-butyl-(2-(7-methoxy-4-methylquinolin-8-yl)ethyl)carbamate